C(\C=C\C(=O)O)(=O)O.[Zr] zirconium fumaric acid